FC1=C(C(=CC=C1)F)C1=N[C@H](C2=NN=C(N2C=2SC=3OCCOCC3C12)CC)C (7S)-9-(2,6-difluorophenyl)-3-ethyl-7-methyl-13,16-dioxa-18-thia-2,4,5,8-tetrazatetracyclo[8.8.0.02,6.011,17]octadeca-1(10),3,5,8,11(17)-pentaene